methyl 2-(4-(((3-(2-chloro-6-fluorophenyl)-5-cyclopropylisoxazol-4-yl) methoxy) methyl)-4-fluoropiperidin-1-yl)-4-fluorobenzo[d]thiazole-6-carboxylate ClC1=C(C(=CC=C1)F)C1=NOC(=C1COCC1(CCN(CC1)C=1SC2=C(N1)C(=CC(=C2)C(=O)OC)F)F)C2CC2